C1CCC=2C(=CC=CC12)C#N 2,3-dihydro-1H-indene-4-carbonitrile